N-(3-fluoro-4-(1,2,3,6-tetrahydropyridin-4-yl)phenyl)-5-(1,2,3,6-tetrahydropyridin-4-yl)thiophene-2-carboxamide bistrifluoroacetic acid salt FC(C(=O)O)(F)F.FC(C(=O)O)(F)F.FC=1C=C(C=CC1C=1CCNCC1)NC(=O)C=1SC(=CC1)C=1CCNCC1